N1(CCOCC1)CCOC=1C=CC(=NC1)C1=CC=CC2=C1OC(CO2)CNC(=O)C2CCOCC2 Tetrahydro-pyran-4-carboxylic acid {8-[5-(2-morpholin-4-yl-ethoxy)-pyridin-2-yl]-2,3-dihydro-benzo[1,4]dioxin-2-ylmethyl}-amide